N-((3S,4S)-3-((7-(2,6-dichloro-3,5-dimethoxyphenyl)-5-(6-oxa-2-azaspiro[3.4]octan-2-yl)-2,6-naphthyridin-3-yl)amino)tetrahydro-2H-pyran-4-yl)acrylamide ClC1=C(C(=C(C=C1OC)OC)Cl)C1=NC(=C2C=C(N=CC2=C1)N[C@@H]1COCC[C@@H]1NC(C=C)=O)N1CC2(C1)COCC2